L-α-methylglutamate C[C@](N)(CCC(=O)[O-])C(=O)[O-]